4-(benzyloxy)-N-(4-fluoro-3-methylphenyl)-2-(4-methoxy-3,3-dimethylbut-1-yn-1-yl)aniline C(C1=CC=CC=C1)OC1=CC(=C(NC2=CC(=C(C=C2)F)C)C=C1)C#CC(COC)(C)C